C(C)C1=NC=2C(=NC=C(C2)N[C@@H](C)C=2C=C(C=CC2)NC(C2=CN=CC(=C2)C)=O)N1COCC[Si](C)(C)C (S)-N-(3-(1-((2-ethyl-3-((2-(trimethylsilyl)ethoxy)methyl)-3H-imidazo[4,5-b]pyridin-6-yl)amino)ethyl)phenyl)-5-methylnicotinamide